N2-(3-Fluoro-1H-indazol-5-yl)-6-(trifluoromethyl)pyridine-2,3-diamine FC1=NNC2=CC=C(C=C12)NC1=NC(=CC=C1N)C(F)(F)F